C1=CC=C(C=2OC3=C(C21)C=CC=C3)C=O dibenzo-[b,d]-furan-4-carbaldehyde